FC(C=1N=C2N(C=C(C=C2)C)C1C(=O)O)F 2-(difluoromethyl)-6-methylimidazo[1,2-a]pyridine-3-carboxylic acid